N(=[N+]=[N-])[C@@]1([C@H]([C@@H](O[C@@H]1CO)N1C(=O)N=C(N)C=C1)O)O 3'-azidocytidine